CC1(C2CC(C(C1)C2)(C)C)SC[C@H](N)C(=O)OCCCCCC hexyl S-(2,5,5-trimethylbicyclo[2.2.1]heptan-2-yl)cysteinate